FC(C=1C=C(C=CC1F)C=1C=C2C(=NC1)C=NN2CC(=O)N2CC(C2)N(C(C)=O)C)F N-[1-[2-[6-[3-(Difluoromethyl)-4-fluoro-phenyl]pyrazolo[4,3-b]pyridin-1-yl]acetyl]azetidin-3-yl]-N-methyl-acetamide